(4-formyl-1H-pyrazol-1-yl)benzonitrile C(=O)C=1C=NN(C1)C1=C(C#N)C=CC=C1